1-3-nonyldocosa-13,16-dien-1-amine CCC(CCCCCC)C(CCCCCCCCCCCC=CCC=CCCCCC)N